BrC1=CC(=C(C=C1)F)C(COC(=O)OC(C)(C)C)NC(=O)OC(C)(C)C 4-bromo-2-{1-[(tert-butoxycarbonyl)amino]-2-[(tert-butoxycarbonyl)oxy]ethyl}-1-fluorobenzene